CC1=CC=2N(C=C1NC=1N=CC=3N4C(N(C3N1)C1CCOCC1)=NC(C4)=O)N=CN2 2-((7-methyl-[1,2,4]triazolo[1,5-a]pyridin-6-yl)amino)-9-(tetrahydro-2H-pyran-4-yl)-6H-imidazo[2,1-f]purin-7(9H)-one